FC(C(C(F)(F)F)OC(C(F)(F)F)F)(F)F 1,1,1,3,3,3-hexafluoro-2-(1,2,2,2-tetrafluoroethoxy)propane